FC1(CN(C1)C1CCC(CC1)NC(OC(C)(C)C)=O)C tert-butyl (4-(3-fluoro-3-methylazetidin-1-yl)cyclohexyl)carbamate